N-(2-chloro-6-methylphenyl)-2-((6-(4-(5-((2-(2,6-dioxopiperidin-3-yl)-1,3-dioxoisoindolin-4-yl)amino)pentanoyl)piperazin-1-yl)-2-methylpyrimidin-4-yl)amino)thiazole-5-carboxamide ClC1=C(C(=CC=C1)C)NC(=O)C1=CN=C(S1)NC1=NC(=NC(=C1)N1CCN(CC1)C(CCCCNC1=C2C(N(C(C2=CC=C1)=O)C1C(NC(CC1)=O)=O)=O)=O)C